CN(CCC=1N(C(C(N(C1)[C@H](C(=O)NCCC(=O)O)CC(C)C)=O)=O)C)C 3-((S)-2-(5-(2-(dimethylamino)ethyl)-4-methyl-2,3-dioxo-3,4-dihydropyrazin-1(2H)-yl)-4-methylpentanamido)propanoic acid